NC1=NC(=C(C=C1C=1C=C2C(=CNC(C2=CC1)=O)C)C1=CC(=C(C=C1)F)CN(C)C)F 6-(2-amino-5-(3-((dimethylamino)methyl)-4-fluorophenyl)-6-fluoropyridin-3-yl)-4-methylisoquinolin-1(2H)-one